2-bromo-1-(3,4-dihydro-1H-isochromen-7-yl)ethanone BrCC(=O)C1=CC=C2CCOCC2=C1